C1(=CC=CC=C1)P(C1=C(C=CC=C1)C1=CSC=C1)C1=CC=CC=C1 diphenyl-(2-(thiophen-3-yl)phenyl)phosphine